CN(CCOC=1N=C(C2=C(N1)CNC(C2)C)C2N(CCNC2)C(=O)[O-])C 2-[2-(dimethylamino)ethoxyl-6-methyl-5,6,7,8-tetrahydropyrido[3,4-d]pyrimidin-4-yl]piperazine-1-carboxylate